ClN1NC(=CC(=N1)C1=CC=CC=C1)C=1C2=CC=CC=C2C=2C=CC=CC2C1 2-chloro-4-phenyl-6-(9-phenanthryl)triazine